4-(3-bromo-2,2-bis(((1,1,1,3,3,3-hexafluoro-2-(trifluoromethyl)propan-2-yl)oxy)methyl)propoxy)-2,2,6,6-tetramethylpiperidine BrCC(COC1CC(NC(C1)(C)C)(C)C)(COC(C(F)(F)F)(C(F)(F)F)C(F)(F)F)COC(C(F)(F)F)(C(F)(F)F)C(F)(F)F